Lithium-Natrium [Na].[Li]